2-(4-Ethyl-4,5-dihydrothiazol-2-yl)-4-bromoaniline C(C)C1N=C(SC1)C1=C(N)C=CC(=C1)Br